C(#N)C1=NC=CC(=N1)C=1C=CC=C2C(=NC=NC12)N[C@H](CN1CCN(CC1)S(=O)(=O)C1=C(N=C(S1)NC(OC)=O)C)C methyl N-[5-({4-[(2S)-2-{[8-(2-cyanopyrimidin-4-yl)quinazolin-4-yl]amino}propyl]piperazin-1-yl}sulfonyl)-4-methyl-1,3-thiazol-2-yl]carbamate